BrC=1C=C(C(=O)N[C@@H](C)C2=NC=NN2C2=NC=C(C=C2)N=S(=O)(C)C)C=C(C1)C(F)(F)F (S)-3-bromo-N-(1-(1-(5-((dimethyl(oxo)-λ6-sulfaneylidene)amino)pyridin-2-yl)-1H-1,2,4-triazol-5-yl)ethyl)-5-(trifluoromethyl)benzamide